tert-butyl 3-[[4-(difluoromethoxy)-3-(1-methyl-4-[pyrazolo[1,5-a]pyrimidine-3-amido]-1H-pyrazol-3-yl)phenyl] sulfanyl]azetidine-1-carboxylate FC(OC1=C(C=C(C=C1)SC1CN(C1)C(=O)OC(C)(C)C)C1=NN(C=C1NC(=O)C=1C=NN2C1N=CC=C2)C)F